(2S,3R)-3-((2-aminopyridin-4-yl)methyl)-N2-(1-methyl-1H-pyrazol-3-yl)-N1-((R)-1-(2,4-difluoro-3-methylphenyl)propyl)-N2-methyl-4-oxoazetidine-1,2-dicarboxamide NC1=NC=CC(=C1)C[C@@H]1[C@H](N(C1=O)C(=O)N[C@H](CC)C1=C(C(=C(C=C1)F)C)F)C(=O)N(C)C1=NN(C=C1)C